2-((1r,2r)-1-(2-cyanophenyl)-1-(1-(2-methoxyethyl)-1H-pyrazol-4-yl)propan-2-yl)-5-hydroxy-N-(isoxazol-4-yl)-1-methyl-6-oxo-1,6-dihydropyrimidine-4-carboxamide C(#N)C1=C(C=CC=C1)[C@@H]([C@@H](C)C=1N(C(C(=C(N1)C(=O)NC=1C=NOC1)O)=O)C)C=1C=NN(C1)CCOC